4-methylpiperazine-1-carboxylic acid [3-[2-(dimethylamino) ethyl]-1H-indol-4-yl] ester diformate C(=O)O.C(=O)O.CN(CCC1=CNC2=CC=CC(=C12)OC(=O)N1CCN(CC1)C)C